3-cyano-5-(4-chlorophenyl)-6-(trifluoromethyl)-1,2,4-triazazine C(#N)N1NN=C(C(=N1)C1=CC=C(C=C1)Cl)C(F)(F)F